C(#N)[C@H](CC1=C(C=C(C=C1)C1=CC=CC=C1)OS(=O)(=O)C)NC(=O)[C@H]1OCCCN(C1)C(=O)OC(C)(C)C tert-Butyl (2S)-2-{[(1S)-1-cyano-2-{3-[(methylsulfonyl)oxy]biphenyl-4-yl}ethyl]carbamoyl}-1,4-oxazepane-4-carboxylate